ClC=1N=CC=C2C=C(C=NC12)C#N 8-chloro-3-cyano-1,7-naphthyridine